COC(=O)[C@H]1N(C[C@@H](C1)NC(=O)C1=C(OC2=C1C=C(C=C2)OCC2=CC=CC=C2)C)C(=O)OC(C)(C)C (2S,4R)-4-(5-(benzyloxy)-2-methylbenzofuran-3-carboxamido)pyrrolidine-1,2-dicarboxylic acid 1-(tert-butyl) 2-methyl ester